FC1=C(C(=O)N)C(=C(C(=C1F)OC)F)F 2,3,5,6-tetrafluoro-4-methoxy-benzamide